(S)-2-(3-isopropyl-1-methyl-4-oxo-1,4-dihydro-5H-pyrazolo[3,4-d]pyridazin-5-yl)-N-(1-(4-(trifluoromethyl)phenyl)ethyl)acetamide C(C)(C)C1=NN(C=2C=NN(C(C21)=O)CC(=O)N[C@@H](C)C2=CC=C(C=C2)C(F)(F)F)C